ClC=1C=C2C(=NC(N(C2=CC1C1=C(C=CC=C1O)F)C[C@H]1N(CCC1)C)=O)N1C[C@@H](NCC1)CC#N 2-((2S)-4-(6-chloro-7-(2-fluoro-6-hydroxyphenyl)-1-(((S)-1-methylpyrrolidin-2-yl)methyl)-2-oxo-1,2-dihydro-quinazolin-4-yl)piperazin-2-yl)acetonitrile